3-((5-bromo-2-chloropyrimidin-4-yl)amino)thiophene-2-carboxamide BrC=1C(=NC(=NC1)Cl)NC1=C(SC=C1)C(=O)N